C1(CC1)C([C@@H](C(=O)NC1=CC=C(C=C1)C=1C(=NOC1C)C)NC(=O)C=1N(N=CC1)C(C)C)C1CC1 N-[(1S)-1-(dicyclopropylmethyl)-2-[4-(3,5-dimethylisoxazol-4-yl)anilino]-2-oxo-ethyl]-2-isopropyl-pyrazole-3-carboxamide